ClC=1C(=NC(=C(C(=O)NC2=CC(=C(C=C2)F)C#N)C1)N1CCC(CCC1)(F)F)CC 5-chloro-N-(3-cyano-4-fluorophenyl)-2-(4,4-difluoroazepan-1-yl)-6-ethylnicotinamide